5-[6-(cyclopropylmethoxy)-1-fluoro-3-hydroxynaphthalen-2-yl]-1λ6,2,5-thiadiazolidine-1,1,3-trione C1(CC1)COC=1C=C2C=C(C(=C(C2=CC1)F)N1CC(NS1(=O)=O)=O)O